4-Methyl-4-(4-methyl-2H-1,2,3-triazol-2-yl)-3-oxovaleronitrile CC(C(CC#N)=O)(C)N1N=CC(=N1)C